CN1S(C=2N(C(C1)C(=O)O)C(C(=C(C2C2=CC(=CC=C2)C(F)(F)F)CC2=CC=CC1=CC=CC=C21)\C=C/C)=O)(=O)=O (Z)-2-methyl-8-(naphthalen-1-ylmethyl)-6-oxo-7-(prop-1-en-1-yl)-9-(3-(trifluoromethyl)phenyl)-3,4-dihydro-2H,6H-pyrido[1,2-e][1,2,5]thiadiazine-4-carboxylic acid 1,1-dioxide